(4-octyl) pyrophosphate O(P([O-])(=O)OP(=O)([O-])[O-])C(CCC)CCCC